FC=1C=C2C(=CC=NC2=CC1OC)OC[C@H]1CN(CC1)[SH2](=O)C=N (S)-[(3R)-3-{[(6-fluoro-7-methoxyquinolin-4-yl)oxy]methyl}pyrrolidin-1-yl](imino)methyl-λ6-sulfanone